COCCOCC=1C=C2C(=CNC2=C(C1)[N+](=O)[O-])C 5-(2-methoxyethoxymethyl)-3-methyl-7-nitro-1H-indole